CC(C#C)(C#C)C 3,3-dimethyl-penta-1,4-diyne